4-[1-methyl-2-[[(S)-phenyl-[(3R)-1,2,3,4-tetrahydropyrido[2,3-b]pyrazin-3-yl]methyl]amino]ethyl]benzonitrile CC(CN[C@H]([C@H]1CNC2=C(N1)N=CC=C2)C2=CC=CC=C2)C2=CC=C(C#N)C=C2